ClC=1C(=NN(C1C)C=1C=C(C(=O)N(C=2C=CC=3N(C2)N=C(N3)C)C)C=CC1)C 3-(4-chloro-3,5-dimethyl-pyrazol-1-yl)-N-methyl-N-(2-methyl-[1,2,4]triazolo[1,5-a]pyridin-6-yl)benzamide